C(C)OC(=C)C1=C(N)C=CC(=C1F)F 2-(1-ethoxyvinyl)-3,4-difluoroaniline